C(C)N1C=2N(C3=C(C1=O)C(=CC(=N3)C)C(C)NC3=CC=CC=C3)N=CC2 2-((1-(4-Ethyl-8-methyl-5-oxo-4,5-dihydropyrazolo[1,5-a]pyrido[3,2-e]pyrimidin-6-yl)ethyl)amino)benzene